FC(C1=CC=C(NC=2OC(=CN2)C=2C=C(C=CC2)O)C=C1)(F)F 3-[2-[4-(trifluoromethyl)anilino]Oxazol-5-yl]Phenol